4-pyrimidinyl-amine N1=CN=C(C=C1)N